COC=1C(=NC=NC1N1CCCCC1)N 5-methoxy-6-(piperidin-1-yl)pyrimidin-4-amine